C1(CCCCC1)(S)S cyclohexane-1,1-dithiol